OC(CNC1=CC=C(C=C1)N)CO (β,γ-dihydroxypropyl)-para-phenylenediamine